CC=1C=C2C(C=C(OC2=C(C1)[C@@H](C)NC1=C(C(=O)O)C=CC=C1)C1=CC=CC=C1)=O 2-[[(1R)-1-(6-Methyl-4-oxo-2-phenyl-chromen-8-yl)ethyl]amino]benzoic acid